2-Pentyl-2-cyclopenten C(CCCC)C=1CCCC1